(3S,7aS)-3-(((tert-butyldiphenylsilyl)oxy)methyl)-7a-((trityloxy)methyl)hexahydro-1H-pyrrolizine [Si](C1=CC=CC=C1)(C1=CC=CC=C1)(C(C)(C)C)OC[C@@H]1CC[C@@]2(CCCN12)COC(C1=CC=CC=C1)(C1=CC=CC=C1)C1=CC=CC=C1